6-nitrodopamine hemisulphate S(=O)(=O)(O)O.[N+](=O)([O-])C1=CC(=C(C=C1CCN)O)O.[N+](=O)([O-])C1=CC(=C(C=C1CCN)O)O